ClC1=C(C=CC(=C1)C(F)(F)F)COC1CN(C1)C(=O)N1C[C@H](CC1)C1=CN=NN1 [3-[[2-Chloro-4-(trifluoromethyl)phenyl]methoxy]azetidin-1-yl]-[(3S)-3-(1H-triazol-5-yl)pyrrolidin-1-yl]methanone